ClC=1C(=CC=2N=CN=C(C2N1)NC1=CC(=C(C=C1)OC1=CC2=C(N(C=N2)C)C=C1)C)OC 6-chloro-7-methoxy-N-(3-methyl-4-((1-methyl-1H-benzo[d]imidazol-5-yl)oxy)phenyl)pyrido[3,2-d]pyrimidin-4-amine